N-[[6-[2-(2-Chlorophenyl)ethylamino]-2-pyridyl]sulfonyl]-2-(2,2,4-trimethylpyrrolidin-1-yl)pyridin-3-carboxamid ClC1=C(C=CC=C1)CCNC1=CC=CC(=N1)S(=O)(=O)NC(=O)C=1C(=NC=CC1)N1C(CC(C1)C)(C)C